(E)-4-(dimethylamino)-1-(10-((4-((3-fluorobenzyl)oxy)phenyl)amino)-2,3-dihydro-4H-[1,4]oxazino[2,3-f]quinazolin-4-yl)but-2-en-1-one CN(C/C=C/C(=O)N1CCOC2=C3C(=NC=NC3=CC=C21)NC2=CC=C(C=C2)OCC2=CC(=CC=C2)F)C